isopropyl (3S)-3-(((R)-((((R)-1-(6-amino-9H-purin-9-yl)propan-2-yl)oxy)methyl)((2-methyl-1-oxo-1-(pentyloxy)propan-2-yl)amino)phosphoryl)amino)-butanoate NC1=C2N=CN(C2=NC=N1)C[C@@H](C)OC[P@](=O)(NC(C(OCCCCC)=O)(C)C)N[C@H](CC(=O)OC(C)C)C